1-(6-bromoquinazolin-4-yl)piperidine-3-carboxylic acid methyl ester COC(=O)C1CN(CCC1)C1=NC=NC2=CC=C(C=C12)Br